C(C)(C)C1=C(C=CC=C1)C1=NC=C(C(=N1)NCC1=CC=C(C=C1)C=1N(C=C(N1)C(F)(F)F)C)N1CCN(CC1)C 2-(2-Isopropylphenyl)-N-(4-(1-methyl-4-(trifluoromethyl)-1H-imidazol-2-yl)benzyl)-5-(4-methylpiperazin-1-yl)pyrimidin-4-amine